Cl.Cl.CC1(OC2(CCNCC2)C=2C1=NC=CC2)C 7,7-dimethyl-spiro[furo[3,4-b]pyridine-5,4'-piperidine] dihydrochloride